C1(CC1)N1C(=NC2=C1C=C(C(=C2)NC=2SC(=NN2)C2=CC(=C(C(=C2)OC)OC)OC)F)C2=CC(=CC=C2)F N-(1-cyclopropyl-6-fluoro-2-(3-fluorophenyl)-5-benzimidazolyl)-5-(3,4,5-trimethoxyphenyl)-1,3,4-thiadiazol-2-amine